The molecule is an L-alpha-amino acid cation having methylselanylmethyl as the side-chain. It is a conjugate acid of a Se-methyl-L-selenocysteine. It is an enantiomer of a Se-methyl-D-selenocysteinium. C[Se]C[C@@H](C(=O)O)[NH3+]